BrC1=CC=C2C3=C(NC2=C1)C(=NC=C3)[C@@H](C)NC(C)=O (R)-N-(1-(7-bromo-9H-pyrido[3,4-b]indol-1-yl)ethyl)acetamide